methyl 2-[5-[bis(tert-butoxy carbonyl)amino]-3-chloro-2-pyridyl]triazole-4-carboxylate C(C)(C)(C)OC(=O)N(C=1C=C(C(=NC1)N1N=CC(=N1)C(=O)OC)Cl)C(=O)OC(C)(C)C